bis(asparagine) bis-trifluoroacetate salt FC(C(=O)O)(F)F.FC(C(=O)O)(F)F.N[C@@H](CC(N)=O)C(=O)O.N[C@@H](CC(N)=O)C(=O)O